N1=CC=C(C=C1)[C@@]1(CCOC2(CCCC2)C1)CCNCC=1C=NC=C(C1)C(F)(F)F {2-[(9R)-9-(pyridin-4-yl)-6-oxaspiro[4.5]decan-9-yl]ethyl}({[5-(trifluoromethyl)pyridin-3-yl]methyl})amine